tert-butyl-(cyclohepta-2-en-1-yloxy)dimethylsilane C(C)(C)(C)[Si](C)(C)OC1C=CCCCC1